C(C1=CC=CC=C1)O[C@H]1[C@@H](C(O[C@@H]1COCC1=CC=CC=C1)=O)F (3S,4R,5R)-4-(benzyloxy)-5-((benzyloxy)methyl)-3-fluorodihydrofuran-2(3H)-one